4-(difluoromethoxy)-2-fluoroaniline FC(OC1=CC(=C(N)C=C1)F)F